C(CCCCCCCCCCC)N1C(CCC1)=O 1-Dodecyl-2-pyrrolidone